fluoro 3-[(2-methylpropane-2-yl) oxycarbonylamino]4-oxopentanoate CC(C)(C)OC(=O)NC(CC(=O)OF)C(C)=O